C(C)(C)(C)C1NCC=2N(N=C(C21)C)C 4-Tert-butyl-1,3-dimethyl-1,4,5,6-tetrahydropyrrolo[3,4-c]pyrazole